Cl.CC(C#N)(C)C1CCNCC1 2-methyl-2-(piperidin-4-yl)propanenitrile HCl